C(C)(C)(C)OC(NCC1=CC=C(C=C1)C=1N(N=C2C1N=CN(C2=O)CC2(CCN(CC2)CC2=C(C=C(C=C2)N2CCCCC2)F)O)C)=O (4-(6-((1-(2-fluoro-4-(piperidin-1-yl)benzyl)-4-hydroxypiperidin-4-yl)methyl)-2-methyl-7-oxo-6,7-dihydro-2H-pyrazolo[4,3-d]pyrimidin-3-yl)benzyl)carbamic acid tert-butyl ester